PYRIDO-PYRIMIDINON N1C(N=CC2=C1C=CC=N2)=O